(1R,2S,5S)-N-[cyano(phthalazin-1-yl)methyl]-3-[(2S)-2-(2,2-difluoropropanoylamino)-3,3-dimethyl-butanoyl]-6,6-dimethyl-3-azabicyclo[3.1.0]hexane-2-carboxamide C(#N)C(NC(=O)[C@@H]1[C@H]2C([C@H]2CN1C([C@H](C(C)(C)C)NC(C(C)(F)F)=O)=O)(C)C)C1=NN=CC2=CC=CC=C12